C(#N)\C(=C/C1=C(N(C(=C1)C)C=1SC(=CC1C#N)C)C)\C1=NC2=C(C=NC(=C2)OC)N1 (E)-2-(3-(2-cyano-2-(6-methoxy-3H-imidazo[4,5-c]pyridin-2-yl)vinyl)-2,5-dimethyl-1H-pyrrol-1-yl)-5-methylthiophene-3-carbonitrile